L-alanine 1-cyclohexylethyl ester C1(CCCCC1)C(C)OC([C@@H](N)C)=O